tert-butyl ((4-(3-(6-morpholinopyridin-2-yl)cyclobutyl)pyridin-2-yl)methyl)carbamate O1CCN(CC1)C1=CC=CC(=N1)C1CC(C1)C1=CC(=NC=C1)CNC(OC(C)(C)C)=O